FC=1C=C(C=CC1[N+](=O)[O-])S(=O)(=O)N(C)C 3-fluoro-N,N-dimethyl-4-nitrobenzenesulfonamide